FC1=C(C(=NC=C1)[Ir+2])OCC1=CC=CC=C1 (fluorophenylmethoxypyridyl)iridium (III)